C(C(O)C)(=O)O[2H] lactic acid-d